C1(=C(C=CC2=CC=CC=C12)OCCOC1=C(C2=CC=C(C=C2C=C1)C1=CC=2SC3=CC=CC=C3SC2C=C1)C1=C(C=CC2=CC(=CC=C12)C1=CC=2SC3=CC=CC=C3SC2C=C1)OCCO)C1=C(C=CC2=CC=CC=C12)OCCOC1=C(C2=CC=C(C=C2C=C1)C1=CC=2SC3=CC=CC=C3SC2C=C1)C1=C(C=CC2=CC(=CC=C12)C1=CC=2SC3=CC=CC=C3SC2C=C1)OCCO 2,2'-([1,1'-binaphthalene]-2,2'-diylbis{oxyethane-2,1-diyloxy[6,6'-di(thianthren-2-yl)[1,1'-binaphthalene]-2',2-diyl]oxy})di(ethan-1-ol)